tert-butyl (trans-2-(3-((5-methyl-1,3,4-thiadiazol-2-yl)carbamoyl)naphthalen-1-yl)cyclopropyl)((tetrahydro-2H-pyran-4-yl)methyl)carbamate CC1=NN=C(S1)NC(=O)C=1C=C(C2=CC=CC=C2C1)[C@H]1[C@@H](C1)N(C(OC(C)(C)C)=O)CC1CCOCC1